ClC=1N=C(C2=C(N1)C(N(C(=C2)C)C)=O)C2=C(C=C(C=C2)Cl)F 2-chloro-4-(4-chloro-2-fluoro-phenyl)-6,7-dimethyl-pyrido[3,4-d]pyrimidin-8-one